ClC1=NC=CC(=C1)C1(CC1)C=O 1-(2-chloropyridin-4-yl)cyclopropane-1-carbaldehyde